(S)-2-(3-fluoro-4-(trifluoromethoxy)phenyl)-1-(4-((5R,7R)-7-hydroxy-5-methyl-6,7-dihydro-5H-cyclopenta[d]pyrimidin-4-yl)piperazin-1-yl)-3-(tetrahydro-2H-pyran-4-ylamino)propan-1-one FC=1C=C(C=CC1OC(F)(F)F)[C@H](C(=O)N1CCN(CC1)C=1C2=C(N=CN1)[C@@H](C[C@H]2C)O)CNC2CCOCC2